(RS)-5-[2-(tert-butylamino)-1-hydroxyethyl]benzene-1,3-diol C(C)(C)(C)NC[C@H](O)C=1C=C(C=C(C1)O)O |r|